C(C=C)(=O)N1C[C@@H]2COC3=C(C(N2CC1)=O)C(=NC(=C3Cl)C3=C(C=CC=C3O)F)OC3CCN(CC3)C (6aR)-8-acryloyl-4-chloro-3-(2-fluoro-6-hydroxyphenyl)-1-((1-methylpiperidin-4-yl)oxy)-6,6a,7,8,9,10-hexahydro-12H-pyrazino[2,1-c]pyrido[3,4-f][1,4]oxazepin-12-one